2-chloro-N,N-dimethyl-4-((R or S)-5-(1-((R or S)-3,3,3-trifluoro-2-hydroxy-2-phenylpropanoyl)piperidin-4-yl)pentan-2-yloxy)benzamide ClC1=C(C(=O)N(C)C)C=CC(=C1)O[C@H](C)CCCC1CCN(CC1)C([C@@](C(F)(F)F)(C1=CC=CC=C1)O)=O |o1:13,25|